The molecule is a monohydroxybenzoic acid that is 3-hydroxybenzoic acid carrying an additional amino substitutent at position 4. It is an aminobenzoic acid and a monohydroxybenzoic acid. It is a conjugate acid of a 3-amino-5-hydroxybenzoate. C1=C(C=C(C=C1N)O)C(=O)O